3-bromo-1-(5-bromo-3-chloropyridin-2-yl)-N-(4-chloro-2-methyl-6-(methylcarbamoyl)phenyl)-1H-pyrazole-5-carboxamide BrC1=NN(C(=C1)C(=O)NC1=C(C=C(C=C1C(NC)=O)Cl)C)C1=NC=C(C=C1Cl)Br